tert-butyl 5-((tert-butyldimethylsilyl) oxy)-3-isopropyl-1H-indole-1-carboxylate [Si](C)(C)(C(C)(C)C)OC=1C=C2C(=CN(C2=CC1)C(=O)OC(C)(C)C)C(C)C